sulfamoyl-N,N-dimethyl-nicotinamide S(N)(=O)(=O)C1=C(C(=O)N(C)C)C=CC=N1